N1C(=NC=C1)CN1CC2(CCN3N=C(C=C32)C=3C=NC2=CC=CC=C2C3)C1 1-[(1H-imidazol-2-yl)methyl]-2'-(quinolin-3-yl)-5',6'-dihydrospiro[azetidine-3,4'-pyrrolo[1,2-b]pyrazole]